4,4'-oxo-bisaniline O(C1=CC=C(N)C=C1)C1=CC=C(N)C=C1